(±)-2-(2,2-Dimethyl-3-phenyl-7-(3-(6-(trifluoromethyl)pyridin-3-yl)ureido)-2,3-dihydrobenzofuran-5-yl)benzoic acid CC1(OC2=C([C@H]1C1=CC=CC=C1)C=C(C=C2NC(=O)NC=2C=NC(=CC2)C(F)(F)F)C2=C(C(=O)O)C=CC=C2)C |r|